4-(5-iodo-2-methoxy-4-methylbenzoyl)piperazine-1-carboxylic acid tert-butyl ester C(C)(C)(C)OC(=O)N1CCN(CC1)C(C1=C(C=C(C(=C1)I)C)OC)=O